6-[[6-(trifluoro-methyl)-3-pyridyl]-methyl]-2-azaspiro-[3.4]octane FC(C1=CC=C(C=N1)CC1CC2(CNC2)CC1)(F)F